ClC=1C=C(C=C(C1O)F)OB(O)O (3-chloro-5-fluoro-4-hydroxyphenyl)boric acid